4-((4'-(trifluoromethoxy)-[1,1'-biphenyl]-4-yl)oxy)-1H-1,2,3-triazole-5-carboxylic acid FC(OC1=CC=C(C=C1)C1=CC=C(C=C1)OC=1N=NNC1C(=O)O)(F)F